O1CCNC=C1 3,4-dihydro-2H-1,4-oxazine